O=C1N(C(C=C1)=O)CCC(=O)NCCCC(C(=O)O)C(=O)O 2-(3-(3-(2,5-Dioxo-2,5-dihydro-1H-pyrrol-1-yl)propanamido)propyl)malonic acid